(S,Z)-1-(4-(7-(8-ethynylnaphthalen-1-yl)-8-fluoro-2-((1-methylpyrrolidin-2-yl)methoxy)pyrido[4,3-d]pyrimidin-4-yl)piperazin-1-yl)-2-fluoro-3-(pyridin-2-yl)prop-2-en-1-one C(#C)C=1C=CC=C2C=CC=C(C12)C1=C(C=2N=C(N=C(C2C=N1)N1CCN(CC1)C(/C(=C/C1=NC=CC=C1)/F)=O)OC[C@H]1N(CCC1)C)F